N[C@@H]1C2=CC=CC=C2CC12CCN(CC2)C=2NC(C1=C(N2)NN=C1C(=C)C=1C(=NC(=CC1)C)C)=O (S)-6-(1-amino-1,3-dihydro-spiro[inden-2,4'-piperidin]-1'-yl)-3-(1-(2,6-dimethylpyridin-3-yl)vinyl)-1,5-dihydro-4H-pyrazolo[3,4-d]pyrimidin-4-one